(2,6-dibromo-4-fluoro-3-methyl-phenyl)thiourea BrC1=C(C(=CC(=C1C)F)Br)NC(=S)N